3-(5-((pyridin-2-ylmethyl)carbamoyl)-1,3,4-thiadiazol-2-yl)-2,5-dihydro-1H-pyrrole-1-carboxylic acid tert-butyl ester C(C)(C)(C)OC(=O)N1CC(=CC1)C=1SC(=NN1)C(NCC1=NC=CC=C1)=O